ClC1=CC(=NC=C1F)F 4-chloro-2,5-difluoropyridine